ClC1=CC=CC=2N(C(=NC21)CN2[C@H]1CC[C@H]1N(CC2)C2=CC=CC=1O[C@](OC12)(C)C1=NC=C(C=C1)Cl)C[C@H]1OCC1 4-Chloro-2-(((1S,6R)-5-((S)-2-(5-chloropyridin-2-yl)-2-methylbenzo[d][1,3]dioxol-4-yl)-2,5-diazabicyclo[4.2.0]octan-2-yl)methyl)-1-(((S)-oxetan-2-yl)methyl)-1H-benzo[d]imidazole